N1=CC(=CC=C1)C1(CCC1)OCC(=O)N1CC2CCC(C1)N2C2=NC=C(C#N)C=C2 6-(3-(2-(1-(pyridin-3-yl)cyclobutoxy)acetyl)-3,8-diazabicyclo[3.2.1]octan-8-yl)nicotinonitrile